NC1=NC(=C(C=C1C=1C=C2C(=CNC(C2=C(C1)F)=O)C)Br)F 6-(2-amino-5-bromo-6-fluoropyridin-3-yl)-8-fluoro-4-methylisoquinolin-1(2H)-one